3-isopropyl-dimethyl-benzyl alcohol C(C)(C)C=1C=C(C(C)(C)O)C=CC1